2-N-[1-(3,5-dimethylphenoxy)propan-2-yl]-6-(2-fluoropropan-2-yl)-1,3,5-triazine-2,4-diamine CC=1C=C(OCC(C)NC2=NC(=NC(=N2)N)C(C)(C)F)C=C(C1)C